C(C)(C)(C)OC(=O)O[C@@H]1[C@H]([C@H](N(C1)C(=O)OC(C)(C)C)CC1=CC=C(C=C1)OC)OC(NCC=1N=NNC1)=O tert-butyl (2R,3S,4S)-4-[(tert-butoxycarbonyl) oxy]-2-[(4-methoxyphenyl)methyl]-3-{[(1H-1,2,3-triazol-4-ylmethyl)carbamoyl]oxy}pyrrolidine-1-carboxylate